ClC=1C(=C2C=NNC2=C(C1F)N(C)CC)C1=CC=C2C(=N1)SC(=N2)NC(=O)C2C(C2)F N-(5-(5-chloro-7-(ethyl(methyl)amino)-6-fluoro-1H-indazol-4-yl)thiazolo[5,4-b]pyridin-2-yl)-2-fluorocyclopropane-1-carboxamide